[Cl-].C(CCCCCCCCCCC)N1C(=[N+](C=C1)CC1=CC=CC=C1)C 1-Dodecyl-2-methyl-3-benzylimidazolium chlorid